C(C)C1=CC=C(C=C1)S(=O)(=O)C=1C=NC2=CC=C(C=C2C1N1CCC(CC1)(C1=CC(=CC=C1)OC)O)C(=O)OCC ethyl 3-((4-ethylphenyl)sulfonyl)-4-(4-hydroxy-4-(3-methoxyphenyl)piperidin-1-yl)quinoline-6-carboxylate